(E)-N-(6-(2-chloro-5-fluorophenyl)-3-(2-ethoxyvinyl)-6-hydroxy-2-methyl-8-oxo-2,6,7,8-tetrahydropyrrolo[3,4-g]indazol-5-yl)-3-(1,1-difluoroethyl)-5-fluorobenzamide ClC1=C(C=C(C=C1)F)C1(NC(C2=C1C(=CC1=C(N(N=C21)C)\C=C\OCC)NC(C2=CC(=CC(=C2)F)C(C)(F)F)=O)=O)O